COC=1C=C(C(=O)NC)C=CC1NCC#CC=1N(C2=CC=CC(=C2C1)NC1CCC(CC1)N1CCS(CC1)=O)CC(F)(F)F 3-methoxy-N-methyl-4-{[3-(4-{[(1R,4R)-4-(1-oxo-1λ4-thiomorpholin-4-yl)cyclohexyl]amino}-1-(2,2,2-trifluoroethyl)-1H-indol-2-yl)prop-2-yn-1-yl]amino}benzamide